BrC=1N=C2N(CCN=C2)C1CC1=C(C=C(C=C1)F)C(F)(F)F 2-Bromo-3-(4-fluoro-2-(trifluoromethyl)benzyl)-5,6-dihydroimidazo[1,2-a]pyrazine